O[C@@H]1C[C@H](N(C1)CC1=C2CCCC2=C(C=C1OC)OCC=1C(=C(C=CC1)C1=CC=CC=C1)C(F)(F)F)C(=O)O (2s,4r)-4-hydroxy-1-((5-methoxy-7-((2-(trifluoromethyl)-[1,1'-biphenyl]-3-yl)methoxy)-2,3-dihydro-1H-inden-4-yl)methyl)pyrrolidine-2-carboxylic acid